DISODIUM 3,3'-{[(E)-1,2-DIPHENYL-1,2-ETHENEDIYL]BIS(4,1-PHENYLENEOXY)}DI(1-PROPANESULFONATE) C1(=CC=CC=C1)/C(=C(/C1=CC=CC=C1)\C1=CC=C(C=C1)OCCCS(=O)(=O)[O-])/C1=CC=C(C=C1)OCCCS(=O)(=O)[O-].[Na+].[Na+]